FC1=C(CC2=NN3C(=NC(=C(C3=N2)C2=C(C(=NC=C2)C)C)C2=CC=C(C=C2)F)N)C(=CC=C1)F 2-(2,6-difluorobenzyl)-8-(2,3-dimethylpyridin-4-yl)-7-(4-fluorophenyl)-[1,2,4]triazolo[1,5-c]pyrimidin-5-amine